[Si](C)(C)(C(C)(C)C)OCC1CCN(CC1)C1=CC=C(C=N1)C1=NC=2C=CC3=C(C2C=C1)C1=C(S3)C(N[C@@H](CN1)C)=O (R)-3-(6-(4-(((tert-butyldimethylsilyl)oxy)methyl)piperidin-1-yl)pyridin-3-yl)-10-methyl-9,10,11,12-tetrahydro-8H-[1,4]diazepino[5',6':4,5]thieno[3,2-f]quinolin-8-one